NC1=NC(=C(C(=N1)O)Br)C1=CC=CC=C1 2-amino-5-bromo-6-phenyl-pyrimidin-4-ol